(1s,4r,5r)-2-[5-(5-fluoro-2-methoxypyridin-4-yl)-1H-pyrazole-3-carbonyl]-N-[(1r,4r)-4-hydroxy-4-(trifluoromethyl)cyclohexyl]-2-azabicyclo[2.2.1]heptane-5-carboxamide FC=1C(=CC(=NC1)OC)C1=CC(=NN1)C(=O)N1[C@@H]2C[C@H]([C@H](C1)C2)C(=O)NC2CCC(CC2)(C(F)(F)F)O